(10-(4-(phenyl)naphthalen-1-yl)anthracen-9-yl)boric acid C1(=CC=CC=C1)C1=CC=C(C2=CC=CC=C12)C1=C2C=CC=CC2=C(C2=CC=CC=C12)OB(O)O